(1r,4r)-N-[3-(2-aminoquinazolin-6-yl)-2,4-difluorophenyl]-4-methoxycyclohexane-1-sulfonamide NC1=NC2=CC=C(C=C2C=N1)C=1C(=C(C=CC1F)NS(=O)(=O)C1CCC(CC1)OC)F